3-hexenyl formate C(=O)OCCC=CCC